(R)-2-((4-(4-fluorophenyl)-5-methyl-2-oxo-2H-chromen-7-yl)oxy)-N,N-dimethylpropanamide FC1=CC=C(C=C1)C1=CC(OC2=CC(=CC(=C12)C)O[C@@H](C(=O)N(C)C)C)=O